C1(=CC=CC=C1)C=1C(=C(C=CC1SC1=CC=CC=C1)[SH+](C(C(C(C(F)(F)F)(F)F)(F)F)(F)F)(F)F)C1=CC=CC=C1 diphenyl-[4-(phenylthio)phenyl]perfluorobutyl-sulfonium